1-hydroxy-4-((trifluoromethyl)sulfonyl)-1,3-dihydrobenzo[c][1,2]oxaborole-6-carboxylic acid perfluorophenyl ester FC1=C(C(=C(C(=C1F)F)F)F)OC(=O)C=1C=C(C2=C(B(OC2)O)C1)S(=O)(=O)C(F)(F)F